(1R,2R,3aS,10aR)-1-[(1E,3ξ)-4,4-difluoro-3-hydroxy-4-phenyl-1-buten-1-yl]-5-fluoro-2-hydroxy-2,3,3a,9,10,10a-hexahydro-1H-benzo[b]cyclopenta[f]oxepin-6-carboxylic acid FC(C(/C=C/[C@H]1[C@@H](C[C@H]2[C@@H]1CCC1=C(O2)C(=C(C=C1)C(=O)O)F)O)O)(C1=CC=CC=C1)F